NC=1N(N=C2C=C(C=CC12)[C@H](C(F)(F)F)NC(OC(C)(C)C)=O)C1=CC=CC=C1 (R)-tert-Butyl (1-(3-amino-2-phenyl-2H-indazol-6-yl)-2,2,2-trifluoroethyl)carbamate